N1(CCC1)CC1(CC1)NC([C@H](C)C=1C=C(C=CC1)C)=O (R)-N-(1-(azetidin-1-ylmethyl)cyclopropyl)-2-(m-tolyl)propanamide